(2-phenyl-2,4,5,6-tetrahydrocyclopenta[c]pyrazol-3-yl)urea C1(=CC=CC=C1)N1N=C2C(=C1NC(=O)N)CCC2